ClC1=NC=CC2=C1C(=CN2CC(F)(F)F)I 4-Chloro-3-iodo-1-(2,2,2-trifluoroethyl)-1H-pyrrolo[3,2-c]pyridine